4-[(1R,2R)-2-(1H-pyrazol-3-yl)cyclopropyl]benzenesulfonamide tert-butyl-(R)-3-(2-methyl-5-((2-(trifluoromethyl)benzyl)oxy)benzofuran-3-carboxamido)-pyrrolidine-1-carboxylate C(C)(C)(C)OC(=O)N1C[C@@H](CC1)NC(=O)C1=C(OC2=C1C=C(C=C2)OCC2=C(C=CC=C2)C(F)(F)F)C.N2N=C(C=C2)[C@H]2[C@@H](C2)C2=CC=C(C=C2)S(=O)(=O)N